C(CCCCCCC)C1(CC(C(CC1)C(CO)C)O)C 1-n-octyl-p-menthane-3,9-diol